C[Si](C1=CN=CO1)(C)C 5-(trimethylsilyl)oxazole